(2-methoxyethyl)methylamine COCCNC